7-[2,4-difluoro-6-(2-methoxyethoxy)phenyl]-4-(1-methylindazol-5-yl)thieno[3,2-c]pyridin-6-amine FC1=C(C(=CC(=C1)F)OCCOC)C=1C2=C(C(=NC1N)C=1C=C3C=NN(C3=CC1)C)C=CS2